ClC1=C(C(=O)N[C@H]2[C@H]3CC[C@@H](C2)N3C#N)C=CC(=C1)C1=NC(=CC=C1)C(C)(C)C 2-chloro-N-((1R,2R,4S)-7-cyano-7-azabicyclo[2.2.1]heptan-2-yl)-4-(6-(2-methyl-2-propanyl)-2-pyridinyl)benzamide